C(CCCCCCCC)OC(CCCCCCC\C=C/CCCCCCCC)=O oleic acid nonyl ester